bis(5-aminomethyltetrahydrofuran-2-yl)methane NCC1CCC(O1)CC1OC(CC1)CN